2-(2-{(S)-(4,4-Difluorocyclohexyl)[(2-isopropyl-1,2,4-triazole-3-carbonyl)amino]-methyl}-4-fluoro-1H-benzimidazol-5-yl)-4,4-difluorobutanoic acid methyl ester COC(C(CC(F)F)C1=C(C2=C(NC(=N2)[C@@H](NC(=O)C=2N(N=CN2)C(C)C)C2CCC(CC2)(F)F)C=C1)F)=O